NC(CN(S(=O)(=O)C)C1(CC1)C1=CC(=C(C=C1)F)C(F)(F)F)(C)C N-(2-amino-2-methylpropyl)-N-(1-(4-fluoro-3-(trifluoromethyl)phenyl)cyclopropyl)methanesulfonamide